CN(C)C[C@@]1(C(C1)(F)F)COC1=NC2=C(C(=C(C=C2C(=N1)N1[C@@H]2CN[C@](C1)(CC2)C)F)C2=CC(=CC1=CC=CC=C21)O)F 4-(2-(((R)-1-((dimethylamino)methyl)-2,2-difluorocyclopropyl)methoxy)-6,8-difluoro-4-((1S,4S)-4-methyl-2,5-diazabicyclo[2.2.2]octan-2-yl)quinazolin-7-yl)naphthalen-2-ol